N1(C=NC2=C1C=CC=C2)CN2C=NC1=C2C=CC=C1 di(1-benzimidazolyl)methane